ClC1=C(ON2N=CC=C(C2=O)C(C)C)C(=CC(=C1)NN)Cl (2,6-dichloro-4-hydrazinophenoxy)-4-isopropylpyridazin-3(2H)-one